BrC1=NN(C2=C1N=C(N=C2O)NC(=O)OC)CC2=CC=C(C=1C=CC=NC21)C(=O)OC methyl 8-((3-bromo-7-hydroxy-5-((methoxycarbonyl)amino)-1H-pyrazolo[4,3-d]pyrimidin-1-yl)methyl)quinoline-5-carboxylate